C=CC(C)=C.C=CC(C)=C.[Cr] chromium di-isoprene